3,3,3-trifluoropropyl trifluoromethanesulfonate FC(S(=O)(=O)OCCC(F)(F)F)(F)F